N-((1-Cyanopyrrolidin-3-yl)methyl)-4-(pyridin-4-yl)benzamide C(#N)N1CC(CC1)CNC(C1=CC=C(C=C1)C1=CC=NC=C1)=O